C(C)N1CC=2C(=NC=CC2C1=O)N[C@@H](C)C1=CC(=C(C=C1)OC=1C=C2C=CN(C2=CC1)C)F 2-ethyl-4-[[(1S)-1-[3-fluoro-4-(1-methylindol-5-yl)oxy-phenyl]ethyl]amino]-3H-pyrrolo[3,4-c]pyridin-1-one